ketosulfoamine O=NS(=O)(=O)O